NC(CO)(CO)COCCCCCCCC\C=C/C\C=C/CCCCC 2-amino-2-{[(9z,12z)-octadec-9,12-dien-1-yloxy]methyl}propane-1,3-diol